ClC(C=1C=CC(=C(C1)NC(=O)C1=CC(=NN1C1=CC(=CC=C1)C#N)C(F)(F)F)F)C1=CC=CC=C1 N-(5-(chloro(phenyl)methyl)-2-fluorophenyl)-1-(3-cyanophenyl)-3-(trifluoromethyl)-1H-pyrazole-5-carboxamide